N1(CCC1)S(=O)(=O)C=1C=C(C=C2CN(C(C12)=O)[C@@H](C)C1CC1)C1=C(N=C(S1)NC(C)=O)C (S)-N-(5-(7-(azetidin-1-ylsulfonyl)-2-(1-cyclopropylethyl)-1-oxoisoindolin-5-yl)-4-methylthiazol-2-yl)acetamide